2-chloro-N-[3-methyl-5-(2-phenylethynyl)-2-pyridyl]-5-(tetrahydropyran-4-ylmethoxy)benzamide ClC1=C(C(=O)NC2=NC=C(C=C2C)C#CC2=CC=CC=C2)C=C(C=C1)OCC1CCOCC1